BrC(C)C1=NC=C(C(=C1)OC1CC1)F 2-(1-bromoethyl)-4-cyclopropyloxy-5-fluoropyridine